C(C1=CC=CC=C1)N1[C@H]2[C@@H]([C@@H]3C=N[C@]2([C@H](CC1)C3)C(=O)NCC3=CC=CC=C3)CC(C)C |o1:8,9,10,13,14| (1R*,2R*,3S*,7S*,8S*)-4-benzyl-8-benzylaminocarbonyl-2-isobutyl-4,9-diazatricyclo[5.3.1.03,8]undeca-9-ene